N-(1-(5-(3-cyano-6-(2-hydroxy-2-methylpropoxy)pyrazolo[1,5-a]pyridin-4-yl)pyridin-2-yl)-4-methylpiperidin-4-yl)cyclopropanecarboxamide C(#N)C=1C=NN2C1C(=CC(=C2)OCC(C)(C)O)C=2C=CC(=NC2)N2CCC(CC2)(C)NC(=O)C2CC2